N-((2,4-dichloropyrimidin-5-yl)methyl)-2,6-difluoro-3,5-dimethoxyaniline ClC1=NC=C(C(=N1)Cl)CNC1=C(C(=CC(=C1F)OC)OC)F